[Na].ClC=1C(=CC=C(C1)Cl)O 3,5-dichloro-2-hydroxyl-benzene sodium